methyl-sulfate COS(=O)(=O)[O-]